bis[2-(N,N-dipropylamino)ethyl]amine C(CC)N(CCC)CCNCCN(CCC)CCC